tert-butyl 8-[3-chloro-4-[(9S)-4,5,9,13-tetramethyl-3-thia-1,8,11,12-tetrazatricyclo[8.3.0.02,6]trideca-2(6),4,7,10,12-pentaen-7-yl]phenyl]-2-azaspiro[4.5]decane-2-carboxylate ClC=1C=C(C=CC1C=1C=2C(=C(SC2N2C(=NN=C2[C@@H](N1)C)C)C)C)C1CCC2(CCN(C2)C(=O)OC(C)(C)C)CC1